2-fluoro-2',6'-dimethoxy-[1,1'-biphenyl]-4-sulfonamide FC1=C(C=CC(=C1)S(=O)(=O)N)C1=C(C=CC=C1OC)OC